ClC=1C=CC(=C(C1)C1=NC=NN2C1=CC(=C2)CN2C(C1C(C1C2=O)(C)C)=O)N2CCNCC2 3-((4-(5-chloro-2-(piperazin-1-yl)phenyl)pyrrolo[2,1-f][1,2,4]triazin-6-yl)methyl)-6,6-dimethyl-3-azabicyclo[3.1.0]hexane-2,4-dione